ClC1=CC(=C(C=N1)C1=NC=CC(=C1C=O)NC(OC(C)(C)C)=O)OC tert-butyl (6'-chloro-3-formyl-4'-methoxy[2,3'-bipyridin]-4-yl)carbamate